Cl[Si](C=C)(C1=CC=CC=C1)C chloro(methyl)(phenyl)(vinyl)silane